2-(2-(dimethylamino)ethyl)-6-phenylpyridazin-3(2H)-one hydrochloride Cl.CN(CCN1N=C(C=CC1=O)C1=CC=CC=C1)C